2-(2,6-dichloropyridin-3-yl)acetonitrile ClC1=NC(=CC=C1CC#N)Cl